C(C)(=O)N[C@@H](CCCNC(=O)N)C(=O)O Acetylcitrulline